C1(=CC=CC=C1)P(=O)(C1=C(C=O)C=CC=C1)C1=CC=CC=C1 2-(diphenylphosphinyl)benzaldehyde